ClC1=CC=C(C=C1)C1=C(C=NN1C1=C(C=C(C=C1)Cl)Cl)C 5-(4-chlorophenyl)-1-(2,4-dichlorophenyl)-4-methyl-1H-pyrazole